C1(CC1)NS(=O)(=O)C1=C(C=C(C=C1CCCCC)O)O N-cyclopropyl-2,4-dihydroxy-6-pentylbenzenesulfonamide